6-(1-((5-isopropoxy-1-methyl-1H-pyrazol-4-yl)sulfonyl)piperidin-4-yl)-7-methyl-[1,2,4]triazolo[1,5-a]pyridine C(C)(C)OC1=C(C=NN1C)S(=O)(=O)N1CCC(CC1)C=1C(=CC=2N(C1)N=CN2)C